NC1=C2C(=NC=N1)N(N=C2I)C2CC(CCC2)=O 3-(4-amino-3-iodo-1H-pyrazolo[3,4-d]pyrimidin-1-yl)cyclohexan-1-one